NC1(CC=C(C=C1)\C=C\C(=O)C1=CC=CC=C1)N 4,4-diaminochalcone